ethyl (2S)-3-[5-[bis(2-hydroxyethyl)amino]-1-methyl-benzimidazol-2-yl]-2-[[(2S)-2-(tert-butoxycarbonylamino)-3-(4-fluorophenyl)propanoyl]amino]propanoate OCCN(C1=CC2=C(N(C(=N2)C[C@@H](C(=O)OCC)NC([C@H](CC2=CC=C(C=C2)F)NC(=O)OC(C)(C)C)=O)C)C=C1)CCO